1-[2-[[2-(2,6-dioxo-3-piperidyl)-1-oxo-isoindolin-4-yl]amino]acetyl]-N-[2-[[8-fluoro-6-hydroxy-7-(1,1,4-trioxo-1,2,5-thiadiazolidin-2-yl)-2-naphthyl]oxy]ethyl]piperidine-4-carboxamide O=C1NC(CCC1N1C(C2=CC=CC(=C2C1)NCC(=O)N1CCC(CC1)C(=O)NCCOC1=CC2=C(C(=C(C=C2C=C1)O)N1S(NC(C1)=O)(=O)=O)F)=O)=O